cis-6-nonadienol C=C\C=C/CC(CCC)O